(5S,8S,10aR)-5-[(tert-butoxycarbonyl)amino]-3-(methylcarbamoyl)-6-oxo-octahydropyrrolo[1,2-a][1,5]diazocine-8-carboxylic acid C(C)(C)(C)OC(=O)N[C@H]1CN(CC[C@@H]2N(C1=O)[C@@H](CC2)C(=O)O)C(NC)=O